FC1(CC=2N(N=C(C2C2=C3C(=NC=C2)NN=C3)C3=CC=C(C=C3)F)C1)F 4-[5,5-Difluoro-2-(4-fluorophenyl)-4,6-dihydropyrrolo[1,2-b]pyrazol-3-yl]-1H-pyrazolo[3,4-b]pyridine